oxalic acid, hydroxycarboxylic acid salt OC(=O)O.C(C(=O)O)(=O)O